BrC=1C=C(N(N1)C)C1=C(N=NN1CC1=CC=C(C=C1)OC)C 5-(5-bromo-2-methylpyrazol-3-yl)-1-[(4-methoxyphenyl)methyl]-4-methyl-1,2,3-triazole